C(C)C1(COC1)COC(C1=CC(C(=O)OCC2(COC2)CC)=CC=C1)=O isophthalic acid bis[(3-ethyl-3-oxetanyl) methyl]ester